N-(4-Chloropyridin-2-yl)-4-(3,4-dimethoxyphenyl)thiazol-2-amin ClC1=CC(=NC=C1)NC=1SC=C(N1)C1=CC(=C(C=C1)OC)OC